C(C)NC1=NC(=NC(=N1)NC(C)C)SC N2-ethyl-N4-isopropyl-6-methylthio-1,3,5-triazine-2,4-diamine